C(C)(C)(C)OC(=O)C1=C(C=CC(=N1)N1CC2=C(C=CC=C2CC1)C(=O)OC)C=1C=NN(C1C)CC1CCCC1 methyl 2-(6-(tert-butoxycarbonyl)-5-(1-(cyclopentylmethyl)-5-methyl-1H-pyrazol-4-yl) pyridin-2-yl)-1,2,3,4-tetrahydroisoquinoline-8-carboxylate